2-(2-(2-isopropylphenyl)-4-(oxetan-3-yl)piperazin-1-yl)-7-azaspiro[3.5]nonane C(C)(C)C1=C(C=CC=C1)C1N(CCN(C1)C1COC1)C1CC2(C1)CCNCC2